C(C)(C)(C)OC(N(C1CNCCC1(F)F)C1C(CC(C1)C1=CC=C(C=C1)F)OC1=CC=C(C=C1)C#N)=O (2-(4-cyanophenoxy)-4-(4-fluorophenyl)cyclopentyl)-4,4-difluoropiperidin-3-ylcarbamic acid tert-butyl ester